FC=1C=NC=C(C1N1N=C(C(=C1)C1=C(C=CC=C1)[C@H]1C2=C(CN(C1)C(\C=C\CN(C)C)=O)SC(=C2)C#N)C(F)(F)F)F (S,E)-4-(2-(1-(3,5-Difluoropyridin-4-yl)-3-(trifluoromethyl)-1H-pyrazol-4-yl)phenyl)-6-(4-(dimethylamino)but-2-enoyl)-4,5,6,7-tetrahydrothieno[2,3-c]pyridine-2-carbonitrile